N-(4-(2'-fluoro-[1,1'-biphenyl]-4-yl)butan-2-yl)-6-methylnicotinamide FC1=C(C=CC=C1)C1=CC=C(C=C1)CCC(C)NC(C1=CN=C(C=C1)C)=O